ClCC1=CC(=CC=C1)CCl α,α'-dichloro-m-xylene